C12N(CC(NC1)CC2)C=2C1=C(N=C(N2)OC[C@@]23CCC(N3C[C@H](C2)F)([2H])[2H])C(=C(N=C1)C1=CC(=CC2=CC=C(C(=C12)C#C)F)O)F 4-(4-(2,5-Diazabicyclo[2.2.2]octan-2-yl)-8-fluoro-2-(((2S,7aR)-2-fluorotetrahydro-1H-pyrrolizin-7a(5H)-yl-5,5-d2)methoxy)pyrido[4,3-d]pyrimidin-7-yl)-5-ethynyl-6-fluoronaphthalen-2-ol